(1R,3S)-3-(3-((2,2-dioxido-1,3-dihydrobenzo[c]isothiazol-6-yl)amino)-1H-pyrazol-5-yl)cyclopentyl isopropylcarbamate C(C)(C)NC(O[C@H]1C[C@H](CC1)C1=CC(=NN1)NC=1C=CC2=C(NS(C2)(=O)=O)C1)=O